C(C1=CC=CC=C1)(C1=CC=CC=C1)=NC(C(=O)OC)C=1N=C2N(C(C1)=O)C=CS2 methyl 2-(benzhydrylideneamino)-2-(5-oxothiazolo[3,2-a]pyrimidin-7-yl)acetate